C(C)(=O)C=1NC2=CC=C(C=C2C1C=1N=NN(C1)CC1CCN(CC1)CCNS(=O)(=O)C1=CC=C(C=C1)C1=C(C=CC=C1O)F)F N-(2-(4-((4-(2-acetyl-5-fluoro-1H-indol-3-yl)-1H-1,2,3-triazol-1-yl)methyl)piperidin-1-yl)ethyl)-2'-fluoro-6'-hydroxy-[1,1'-biphenyl]-4-sulfonamide